C(=C)C1=CC=C(C=C1)P p-vinylphenylphosphine